C(C)OC1=CC=C(C=C1)C1=CN=CO1 5-(4-ethoxyphenyl)oxazole